zinc (II) cinnamaldehyde C(C=CC1=CC=CC=C1)=O.[Zn+2]